C(C)(C)(C)OC(=O)N1CCN(CC1)C1=C(C=C(C=N1)B(O)O)C [6-(4-tert-butoxycarbonyl-piperazin-1-yl)-5-methyl-3-pyridyl]boronic acid